C(#N)C1=C(C=C(C=C1)NC(C(C)C)=O)C(F)(F)F N-(4-cyano-3-(trifluoromethyl)phenyl)-2-methylpropanamide